methyl (R)-1-methyl-5-oxopiperazine-2-carboxylate CN1[C@H](CNC(C1)=O)C(=O)OC